4-(3-((((1S,3S)-3-aminocyclohexyl)methyl)amino)-1-(1H-indazol-5-yl)-1H-pyrazol-5-yl)-2-fluorobenzonitrile N[C@@H]1C[C@H](CCC1)CNC1=NN(C(=C1)C1=CC(=C(C#N)C=C1)F)C=1C=C2C=NNC2=CC1